C(C)OC1=CC=CC2=C1OC=1CN(CCC12)C(CC1=CC=C2C=CC=NC2=C1)CC 7-(2-(8-ethoxy-3,4-dihydrobenzofuro[2,3-c]pyridin-2(1H)-yl)butyl)quinoline